5-(Trifluoromethyl)benzo[d][1,3]selenazol-2-amine FC(C=1C=CC2=C(N=C([Se]2)N)C1)(F)F